B1N=NC=CC=C1 boradiazepine